NC1=CC=CC(=N1)S(=O)(=O)NC(=O)C=1C=C(C(=NC1N1C(CC(C1)C)(C)C)C(C)(C)C)C=1CC2CCC(C1)N2 3-[5-[(6-Amino-2-pyridyl)sulfonylcarbamoyl]-2-tert-butyl-6-(2,2,4-trimethylpyrrolidin-1-yl)-3-pyridyl]-8-azabicyclo[3.2.1]oct-3-en